9-Isopropoxy-6,6-dimethyl-11-oxo-8-(tetrahydro-furan-3-yloxy)-6,11-dihydro-5H-benzo[b]carbazole-3-carbonitrile C(C)(C)OC1=CC2=C(C(C=3NC4=CC(=CC=C4C3C2=O)C#N)(C)C)C=C1OC1COCC1